di-tert-butyl-magnesium C(C)(C)(C)[Mg]C(C)(C)C